OCCN(C1=CC=C(C=C1)C[C@@H](C(=O)N[C@H](C(=O)OCC)CC1=CC=C(C=C1)F)NC(=O)OC(C)(C)C)CCO ethyl (S)-2-((S)-3-(4-(bis(2-hydroxyethyl)amino) phenyl)-2-((tert-butoxycarbonyl)amino)propanamido)-3-(4-fluorophenyl)propanoate